CN1N=C(C=C1S(=O)(=O)N1CCC2(CC[C@H](C2)N2[C@H]3CO[C@@H](C2)C3)CC1)C (1R,4R)-5-((R)-8-((1,3-dimethyl-1H-pyrazol-5-yl)sulfonyl)-8-azaspiro[4.5]decan-2-yl)-2-oxa-5-azabicyclo[2.2.1]heptane